CC1=C(C(=O)P([O-])([O-])([O-])C2=CC=CC=C2)C(=CC(=C1)C)C (2,4,6-trimethylbenzoyl)-phenylphosphite